2-(2-(2-(2-((2-(2,6-dioxopiperidin-3-yl)-1,3-dioxoisoindolin-4-yl)amino)ethoxy)ethoxy)ethoxy)ethyl 4-methylbenzenesulfonate CC1=CC=C(C=C1)S(=O)(=O)OCCOCCOCCOCCNC1=C2C(N(C(C2=CC=C1)=O)C1C(NC(CC1)=O)=O)=O